Tert-butyl N-[(2S,3R)-3-[(4-bromophenyl)methoxy]-1-hydroxybutan-2-yl]carbamate BrC1=CC=C(C=C1)CO[C@@H]([C@H](CO)NC(OC(C)(C)C)=O)C